NC1=C2C(=NC=N1)N(N=C2C=C)C(C)C=2C(=C(C(=C(C2)Cl)C)C=2C=CC(=NC2)C(=O)N(C)C)OCC 5-{3-[1-(4-Amino-3-vinyl-1H-pyrazolo[3,4-d]pyrimidin-1-yl)ethyl]-5-chloro-2-ethoxy-6-methylphenyl}-N,N-dimethylpyridine-2-carboxamide